C(#C)C1=C(C(N(C=2N=C(N=CC21)NC2=C(C=CC=C2)OC)C2=CC=CC=C2)=O)NC(C)=O N-{5-ethynyl-2-[(2-methoxyphenyl)amino]-7-oxo-8-phenylpyrido[2,3-d]pyrimidin-6-yl}acetamide